1-{6-[5-fluoro-2-(methoxymethoxy)-4-(6-methoxypyridazin-4-yl)phenyl]pyridazin-3-yl}-N-(1-methylcyclobutyl)pyrrolidin-3-amine FC=1C(=CC(=C(C1)C1=CC=C(N=N1)N1CC(CC1)NC1(CCC1)C)OCOC)C1=CN=NC(=C1)OC